(2S,3R,4R,5R)-4-[[3-[2-(difluoromethoxy)-4-fluoro-phenyl]-4,5-dimethyl-5-(trifluoromethyl)tetrahydrofuran-2-carbonyl]amino]-N-methyl-pyridine-2-carboxamide FC(OC1=C(C=CC(=C1)F)[C@@H]1[C@H](O[C@]([C@@H]1C)(C(F)(F)F)C)C(=O)NC1=CC(=NC=C1)C(=O)NC)F